1-methyl-9-[2-carboxy(3,6-methano-4-cyclohexenyl)]carbonyloxyanthracene CC1=CC=CC2=CC3=CC=CC=C3C(=C12)OC(=O)C1C(C2C=CC1C2)C(=O)O